2-(8-((cyclopentylmethyl)thio)imidazo[1,5-a]pyridin-3-yl)propan C1(CCCC1)CSC=1C=2N(C=CC1)C(=NC2)C(C)C